2-methyl-4-(4-(piperazin-1-yl)-1H-pyrrolo[2,3-b]pyridin-2-yl)thiazole tert-butyl-(3R,4S)-3-((8-chloropyrido[2,3-d]pyridazin-5-yl)amino)-4-fluoropyrrolidine-1-carboxylate C(C)(C)(C)OC(=O)N1C[C@H]([C@H](C1)F)NC1=C2C(=C(N=N1)Cl)N=CC=C2.CC=2SC=C(N2)C2=CC=1C(=NC=CC1N1CCNCC1)N2